5-((4-methylpiperazin-1-yl)(1-phenethyl-1H-tetrazol-5-yl)methyl)pyridin-2-ol CN1CCN(CC1)C(C=1C=CC(=NC1)O)C1=NN=NN1CCC1=CC=CC=C1